2-(4-((8-fluoro-3-(phenylsulfonyl)-7-(o-tolyl)pyrrolo[3,2-e]indazol-6(3H)-yl)methyl)phenyl)ethan-1-amine FC1=C(N(C2=C1C=1C=NN(C1C=C2)S(=O)(=O)C2=CC=CC=C2)CC2=CC=C(C=C2)CCN)C2=C(C=CC=C2)C